(S)-N-(5-(2-(1H-pyrrol-1-yl)benzamido)-1-(5-(naphthalen-2-yl)-1H-imidazol-2-yl)pentyl)thiazole-5-carboxamide N1(C=CC=C1)C1=C(C(=O)NCCCC[C@@H](C=2NC(=CN2)C2=CC3=CC=CC=C3C=C2)NC(=O)C2=CN=CS2)C=CC=C1